Cl.Cl.N1C=CC=2C1=NC=C(C2)CNC([C@H](C)NC(=O)[C@@H]2NC[C@H](C2)C2=CC=CC=C2)=O (2R,4R)-N-((S)-1-(((1H-pyrrolo[2,3-b]pyridin-5-yl)methyl)amino)-1-oxopropan-2-yl)-4-phenylpyrrolidine-2-carboxamide dihydrochloride